4,4,4-trifluoro-1-(4-methyl-5-(7-(methylamino)-2,6-naphthyridin-3-yl)pyridin-2-yl)butan-1-ol FC(CCC(O)C1=NC=C(C(=C1)C)C=1N=CC2=CC(=NC=C2C1)NC)(F)F